2-Ethoxy-4-(4-morpholin-4-yl-phenyl)-5H-indeno[1,2-b]pyridine-3-carbonitrile C(C)OC1=C(C(=C2C(=N1)C1=CC=CC=C1C2)C2=CC=C(C=C2)N2CCOCC2)C#N